quinazoline phosphoric acid salt P(O)(O)(O)=O.N1=CN=CC2=CC=CC=C12